FC(C1=NN=C(O1)C1=CC=C(S1)C(CC)N1N=NC(=C1)C=1C=CC(=NC1)N)F 5-[1-[1-[5-[5-(difluoromethyl)-1,3,4-oxadiazol-2-yl]thiophen-2-yl]propyl]triazol-4-yl]pyridin-2-amine